ethyl 2-(5-(3-acetyl-1-(2-((2S,4R)-2-((6-bromo-5-fluoropyridin-2-yl)carbamoyl)-4-fluoropyrrolidin-1-yl)-2-oxoethyl)-1H-indazol-5-yl) pyrimidin-2-yl)acetate C(C)(=O)C1=NN(C2=CC=C(C=C12)C=1C=NC(=NC1)CC(=O)OCC)CC(=O)N1[C@@H](C[C@H](C1)F)C(NC1=NC(=C(C=C1)F)Br)=O